COC(=O)C1CCN(CC1)C1=NC=NC(=C1)N1C(=NC=C1)C [6-(2-methylimidazol-1-yl)pyrimidin-4-yl]piperidine-4-carboxylic acid methyl ester